1-(4-(3,4-dichlorophenyl)-5-(isopropylthio)thiazol-2-yl)-3-methyl-4-(pyridin-4-yl)-1H-pyrazole-5-carboxylic acid ClC=1C=C(C=CC1Cl)C=1N=C(SC1SC(C)C)N1N=C(C(=C1C(=O)O)C1=CC=NC=C1)C